C(C)N(CCC1(CCCC1)CCN(CC)CC)CC 1-(diethylamino)-2-{1-[2-(diethylamino)ethyl]cyclopentyl}ethane